tert-butyl {(2S,3RS)-3-[(7,8-dihydrobenzofuro[4,5-d]thiazol-2-yl)amino]hex-4-yn-2-yl}carbamate N1=C(SC2=C1C=1CCOC1C=C2)N[C@@H]([C@H](C)NC(OC(C)(C)C)=O)C#CC |&1:13|